C(C1=CC=CC=C1)OC=1C=CC(=C(C=O)C1)Cl 5-(benzyloxy)-2-chlorobenzaldehyde